C(C=C)(=O)O.C(C(=C)C)(=O)OC1(CCCC1)CC 1-ethylcyclopentyl methacrylate acrylate